4-(benzo[d]oxazol-2-yl)-3,5,6-tris(3,6-dimethyl-9H-carbazol-9-yl)-4'-(3-methyl-9H-carbazol-9-yl)-[1,1'-biphenyl]-2-carbonitrile O1C(=NC2=C1C=CC=C2)C=2C(=C(C(=C(C2N2C1=CC=C(C=C1C=1C=C(C=CC21)C)C)N2C1=CC=C(C=C1C=1C=C(C=CC21)C)C)C2=CC=C(C=C2)N2C1=CC=CC=C1C=1C=C(C=CC21)C)C#N)N2C1=CC=C(C=C1C=1C=C(C=CC21)C)C